3-fluoro-2-methyl-5-[(3S)-2-[1-[6-(2-methylimidazol-1-yl)pyrimidin-4-yl]piperidine-4-carbonyl]isoxazolidin-3-yl]benzonitrile FC=1C(=C(C#N)C=C(C1)[C@H]1N(OCC1)C(=O)C1CCN(CC1)C1=NC=NC(=C1)N1C(=NC=C1)C)C